(S,E)-4-(dimethylamino)-N-(3-(4-(2-hydroxy-1-phenylethylamino)-6-phenylfuro[2,3-d]pyrimidin-5-yl)phenyl)but-2-enamide CN(C/C=C/C(=O)NC1=CC(=CC=C1)C1=C(OC=2N=CN=C(C21)N[C@H](CO)C2=CC=CC=C2)C2=CC=CC=C2)C